OC1=C(C(C)(C)C=2C=C(C=C(C2)N2N=C3C(=N2)C=CC=C3)C(C)(C)C3=CC=CC=C3)C=CC=C1 2-(2'-Hydroxy-3',5'-dicumylphenyl)benzotriazole